The molecule is conjugate base of gibberellin A1. It has a role as a human metabolite. It is a conjugate base of a gibberellin A1. C[C@@]12[C@H](CC[C@@]3([C@@H]1[C@@H]([C@]45[C@H]3CC[C@](C4)(C(=C)C5)O)C(=O)[O-])OC2=O)O